dicyclohexyl-[2-[2,4,6-tri(propan-2-yl)phenyl]phenyl]phosphine C1(CCCCC1)P(C1=C(C=CC=C1)C1=C(C=C(C=C1C(C)C)C(C)C)C(C)C)C1CCCCC1